ClC=1C=C(C=CC1F)B(O)O (3-Chloro-4-fluoro-phenyl)-boronic acid